(2S,4R)-1-((S)-2-acetamidopropanoyl)-N-benzyl-4-hydroxypyrrolidine-2-carboxamide C(C)(=O)N[C@H](C(=O)N1[C@@H](C[C@H](C1)O)C(=O)NCC1=CC=CC=C1)C